ClC1=NC=2C(CCC(C2C=C1)N)OC1=CC=C(C=C1)C(F)(F)F 2-chloro-8-{4-(trifluoromethyl)phenoxy}-5,6,7,8-tetrahydroquinolin-5-amine